Cl.Cl.O1CCC(CC1)N1CCC(CC1)N 1-tetrahydropyran-4-ylpiperidin-4-amine dihydrochloride